BrC1=C(N)C=C(C=C1OC1=CC=C(C=C1)Cl)F 2-bromo-3-(4-chlorophenoxy)-5-fluoro-aniline